N[C@@H](C)C(=O)OCCOC 2-methoxyethyl L-alaninate